NC1=NC=CC(=C1Cl)SC=1N=C2C(=NC1)N(C(=N2)N2CCC1([C@@H](C=3N(N=CC3)C1)N[S@](=O)C(C)(C)C)CC2)C (R)-N-((S)-1-(5-((2-amino-3-chloropyridin-4-yl)thio)-1-methyl-1H-imidazo[4,5-b]pyrazin-2-yl)-4'H,6'H-spiro[piperidine-4,5'-pyrrolo[1,2-b]pyrazol]-4'-yl)-2-methylpropane-2-sulfinamide